(3-(8-chloro-6-fluoro-7-(3-hydroxynaphthalen-1-yl)-1H-[1,2,3]triazolo[4,5-c]quinolin-1-yl)azetidin-1-yl)prop-2-en-1-one ClC1=CC=2C3=C(C=NC2C(=C1C1=CC(=CC2=CC=CC=C12)O)F)N=NN3C3CN(C3)C(C=C)=O